NC1=CC(=C(C=C1)N(CCNC(OC(C)(C)C)=O)C)C[S@](=O)C |r| (±)-Tert-butyl (2-((4-amino-2-((methylsulfinyl)methyl)phenyl)(methyl)amino)ethyl)carbamate